ClC=1C(=NC(=NC1)NC1CCOCC1)C1=CC=C2CN(C(C2=C1)=O)CC(=O)N[C@H]1[C@@H](CC2=CC=CC=C12)O 2-(6-{5-chloro-2-[(oxan-4-yl)amino]pyrimidin-4-yl}-1-oxo-2,3-dihydro-1H-isoindol-2-yl)-N-[(1R,2R)-2-hydroxy-2,3-dihydro-1H-inden-1-yl]acetamide